3-methyl-4-(3-methylphenyl)piperazine CC1CNCCN1C1=CC(=CC=C1)C